C(C=C)(=O)N1CC(C1)C=1N=C2N(C(=C(C=C2)C2=CC(=CC3=CC=CC=C23)O)NC(C)=O)C1 N-(2-(1-acryloylazetidin-3-yl)-6-(3-hydroxynaphthalen-1-yl)imidazo[1,2-a]pyridin-5-yl)acetamide